6-{1-[2-Fluoro-4-(4-fluorophenoxy)-5-methoxybenzoyl]piperidin-4-yl}pyridazin-3-amine FC1=C(C(=O)N2CCC(CC2)C2=CC=C(N=N2)N)C=C(C(=C1)OC1=CC=C(C=C1)F)OC